ClC1=CC(=C(C=C1)C1=NC(=CC2=C1N=C(N(C2=O)C)C)N2CC(OCC2)C=2C=NN(C2)C2COC2)F 8-(4-chloro-2-fluoro-phenyl)-2,3-dimethyl-6-[2-[1-(oxetan-3-yl)pyrazol-4-yl]morpholin-4-yl]pyrido[3,4-d]pyrimidin-4-one